NC1=C(C=CC=C1)NS(=O)(=O)C1=C(C=CC=C1)Br N-(2-aminophenyl)-2-bromobenzenesulfonamide